(S)-(3-amino-5-(1-amino-1,3-dihydrospiro[indene-2,4'-piperidine]-1'-yl)pyrazin-2-yl)(2-amino-7,7-difluoro-6,7-dihydrothiazolo[5,4-c]pyridin-5(4H)-yl)methanone NC=1C(=NC=C(N1)N1CCC2(CC1)[C@@H](C1=CC=CC=C1C2)N)C(=O)N2CC1=C(C(C2)(F)F)N=C(S1)N